3-((cis)-3,4-bis(4-chlorophenyl)-5-cyclopropylpiperazin-1-yl)-3-oxopropanoic acid ClC1=CC=C(C=C1)[C@@H]1CN(C[C@@H](N1C1=CC=C(C=C1)Cl)C1CC1)C(CC(=O)O)=O